C(C1=CC=CC=C1)OC1=C(C(=O)NC)C=C(C=N1)Br 2-(benzyloxy)-5-bromo-N-methylnicotinamide